dicyclohexyl-{2-[2,4,6-tri(prop-2-yl)phenyl]phenyl}phosphane C1(CCCCC1)P(C1=C(C=CC=C1)C1=C(C=C(C=C1C(C)C)C(C)C)C(C)C)C1CCCCC1